COCC1N(CCN(C1)CC=1C=NC=2C(=C(C(NC2C1)=O)C(F)(F)F)C)C=1C=CC(=NC1)C(=O)NC 5-(2-(methoxymethyl)-4-((8-methyl-6-oxo-7-(trifluoromethyl)-5,6-dihydro-1,5-naphthyridin-3-yl)methyl)piperazin-1-yl)-N-methylpicolinamide